tert-butyl-7-(6-chloro-7-(2-fluoro-6-hydroxyphenyl)-2-(((S)-1-methylpyrrolidin-2-yl) methoxy) pyrido[2,3-d]pyrimidin-4-yl)-2,7-diazaspiro[3.5]nonane-2-carboxylate C(C)(C)(C)OC(=O)N1CC2(C1)CCN(CC2)C=2C1=C(N=C(N2)OC[C@H]2N(CCC2)C)N=C(C(=C1)Cl)C1=C(C=CC=C1O)F